cyclohexylene dimethylene terephthalate C1CCC2C(C1)OC(=O)C3=C4CCC4=C(C=C3)C(=O)O2